CC1=C(C(=O)N2CCC(CC2)C2=CC=C(C#N)C=C2)C=C(C(=C1)C)C=1NC(=CN1)[C@H]1OCCC1 (S)-4-(1-(2,4-Dimethyl-5-(5-(tetrahydrofuran-2-yl)1H-imidazol-2-yl)benzoyl)piperidin-4-yl)benzonitrile